NC1=NNC2=CC=C(C(=C12)C)C1=C(C=C(C=C1)S(=O)(=O)N[C@H]1C[C@@H](CCC1)C#N)C 4-(3-amino-4-methyl-1H-indazol-5-yl)-N-((1R,3R)-3-cyanocyclohexyl)-3-methylbenzenesulfonamide